5-tert-butyl-1,3-bis(1-methoxy-1-methylethyl)benzene 3-dodecoxy-2-hydroxypropyldi(3-hydroxypropyl)aminoxide C(CCCCCCCCCCC)OCC(CC(CCN([O-])CCCO)O)O.C(C)(C)(C)C=1C=C(C=C(C1)C(C)(C)OC)C(C)(OC)C